N-(2-Hydroxyethyl)-ethylendiamin OCCNCCN